C1=CC(=C(C=C1Br)F)[N+](=O)[O-] 4-bromo-2-fluoronitrobenzene